P(=O)(OC[C@@H]1O[C@H](CC1)N1C(NC(C(=C1)C)=O)=O)(OCCCC)O.[Mg] magnesium ((2R,3S,5R)-5-(5-methyl-2,4-dioxopyrimidin-1(2H)-yl)-tetrahydrofuran-2-yl)-methyl butyl hydrogen phosphate